2-[(1-Benzylpiperidin-3-yl)methyl]-4-phenyl-2,3-dihydropyridazin-3-one hydrochloride Cl.C(C1=CC=CC=C1)N1CC(CCC1)CN1N=CC=C(C1=O)C1=CC=CC=C1